CN(CCCCC(=O)OCC(COC(CCC(C(CCCC)CCCC)CCCC)=O)(COC(CCCCCCC)=O)COC(CCCCCCC)=O)C 3-((5-(Dimethylamino)pentanoyl)oxy)-2,2-bis((octanoyloxy)methyl)propyl-4,5-dibutylnonanoat